FCCO[C@@H]1C[C@H](N(CC1)S(=O)(=O)C1=C2C=CNC2=C(C=C1OC)C)C1=CC=C(C(=O)O)C=C1 4-((2S,4S)-4-(2-Fluoroethoxy)-1-((5-methoxy-7-methyl-1H-indol-4-yl)sulfonyl)piperidin-2-yl)benzoic acid